bis(1,2,3-triazole) magnesium borohydride salt [BH4-].[Mg+2].N1N=NC=C1.N1N=NC=C1.[BH4-]